NC1=NC=NC=2N1N=C(N2)C=2OC=CC2 7-amino-2-(furan-2-yl)-[1,2,4]triazolo[1,5-a][1,3,5]triazin